C(C)OC1=C(O[C@H]2CN(CCC2)C2=CN=CC(=N2)NC2=NC=CC(=N2)N2CCCCC2)C=CC=C1 (R)-1-(2-((6-((R)-3-(2-Ethoxyphenoxy)piperidin-1-yl)pyrazin-2-yl)amino)pyrimidin-4-yl)piperidin